C(C)(=O)C1=NC=C(C(=C1)N1C(C(=C(C=C1)OCC1=NC=C(C=C1F)F)Cl)=O)C 2'-acetyl-3-chloro-4-(3,5-difluoro-pyridin-2-ylmethoxy)-5'-methyl-[1,4']bipyridinyl-2-one